(2'S)-1'-[(6-chloro-3-pyridyl)methyl]-2-ethyl-2'-methyl-spiro[6,7-dihydrothieno[3,2-c]pyran-4,4'-piperidine] ClC1=CC=C(C=N1)CN1[C@H](CC2(CC1)OCCC1=C2C=C(S1)CC)C